OC1(CCC(CC1)N1C2=NC(=NC=C2N(C1=O)C)NC=1C(=CC2=C(CCO2)C1)C)C (cis-4-hydroxy-4-methylcyclohexyl)-7-methyl-2-((6-methyl-2,3-dihydrobenzofuran-5-yl)amino)-7,9-dihydro-8H-purin-8-one